3-(4-(5-((6-(3,5-dichlorophenyl)-4-((4-((3-methylureido)methyl)piperidin-1-yl)methyl)pyridin-2-yl)oxy)pyrimidin-2-yl)piperazin-1-yl)-2-methylpropanamide ClC=1C=C(C=C(C1)Cl)C1=CC(=CC(=N1)OC=1C=NC(=NC1)N1CCN(CC1)CC(C(=O)N)C)CN1CCC(CC1)CNC(=O)NC